C1(CC2C(CC1)O2)CC[Si](OC(C)C)(OC(C)C)C (3,4-epoxycyclohexyl)ethylmethyldiisopropyloxysilane